NC=1C(=NON1)C1=NC2=C(N1CC(=O)NC1=CC=C(C=C1)C(C)=O)C=CC=C2 2-(2-(4-amino-1,2,5-oxadiazol-3-yl)-1H-benzo[d]imidazol-1-yl)-N-(4-acetylphenyl)acetamide